(S)-2-(1-(3-(Difluoromethyl)-4-fluorophenyl)-5,5-difluoro-4-hydroxyl-4,5,6,7-tetrahydro-1H-indol-3-yl)-2,2-difluoroacetamide FC(C=1C=C(C=CC1F)N1C=C(C=2[C@@H](C(CCC12)(F)F)O)C(C(=O)N)(F)F)F